NC1=C(C(=NN1C1CC(C1)(C)O)C1=C(C=C2C(=CC(=NC2=C1)C1=CC=CC=C1)OC)F)C#N 5-amino-3-(6-fluoro-4-methoxy-2-phenylquinolin-7-yl)-1-(3-hydroxy-3-methylcyclobutyl)-1H-pyrazole-4-carbonitrile